3,3-dihydroxy-alpha-carotene OC1(CC(C)(C)C(=C(C1)C)\C=C\C(\C)=C\C=C\C(\C)=C\C=C\C=C(/C)\C=C\C=C(/C)\C=C\C1C(C)=CCCC1(C)C)O